S(O)(O)(=O)=O.N[C@@H](CCCNC(N)=N)C(=O)O Arginine bisulfate